3-(10H-phenothiazin-10-yl)-propane-1-sulfonyl chloride C1=CC=CC=2SC3=CC=CC=C3N(C12)CCCS(=O)(=O)Cl